[C@@H]1([C@@H](CCCC1)N)N |r| rac-trans-1,2-cyclohexanediamine